CN(C=CC1=CC=CC=C1)C β-(dimethylamino)styrene